CC1=CC2=C(NN=N2)C=C1 5-methyl-1H-benzo[d][1,2,3]triazole